pyrimidine-6(2H)-carboxamide N1CN=CC=C1C(=O)N